C(C)(C)(C)OC(=O)N[C@@H](C(=O)O)CCC(=O)N1CCOCC1 (R)-2-((tert-butoxycarbonyl)amino)-5-morpholino-5-oxopentanoic acid